3-(4-(2,5-diazabicyclo[2.2.2]octan-2-yl)-6,7-difluoro-1-oxoisoindoline-2-yl)piperidine C12N(CC(NC1)CC2)C2=C1CN(C(C1=C(C(=C2)F)F)=O)C2CNCCC2